C(C(=C)C)(=O)OCC1=C(C(=CC(=C1)OC)N1N=C2C(=N1)C=CC(=C2)F)O 3-(5-fluoro-2H-benzo[d][1,2,3]triazol-2-yl)-2-hydroxy-5-methoxybenzyl Methacrylate